1-ethyl-3-(5-(hydroxymethyl)-1-methyl-1H-imidazol-2-yl)urea C(C)NC(=O)NC=1N(C(=CN1)CO)C